FC=1C(=C(C=CC1F)[C@H]1[C@@H](CO[C@](C1)(C(F)(F)F)C)C=1NC=2C=CN=C(C2C(C1)=O)C(=O)NC)OC 2-((3R,4R,6R)-4-(3,4-difluoro-2-methoxyphenyl)-6-methyl-6-(trifluoromethyl)tetrahydro-2H-pyran-3-yl)-N-methyl-4-oxo-1,4-dihydro-1,6-naphthyridine-5-carboxamide